FC=1C=C(C=C)C=CC1F 3,4-difluoro-styrene